(cis)-tert-Butyl 4-(3-((allyloxy)carbonyl)cyclobutyl)-3,3-difluorohexahydropyrrolo[3,2-b]pyrrole-1(2H)-carboxylate C(C=C)OC(=O)C1CC(C1)N1CC[C@@H]2N(CC([C@@H]21)(F)F)C(=O)OC(C)(C)C